BrC=1C(=NC=2N(C1)N=CC2Cl)C(F)F 6-bromo-3-chloro-5-(difluoromethyl)pyrazolo[1,5-a]pyrimidine